(1-((5S,7S)-7-fluoro-5-phenyl-6,7-dihydro-5H-pyrrolo[1,2-b][1,2,4]triazol-2-yl)-1H-pyrazol-4-yl)methanol F[C@H]1C[C@H](N2N=C(N=C21)N2N=CC(=C2)CO)C2=CC=CC=C2